N-oxohydroxylammonium O=[NH+]O